decyl-sodium benzenesulfonate C1(=CC=CC=C1)S(=O)(=O)O.C(CCCCCCCCC)[Na]